C(C)(C)(C)OC(=O)N1C[C@H]([C@H](CC1)CN1CCC(CC1)C1=CC=C2C(=NN(C2=C1F)C)C1C(NC(CC1)=O)=O)F.ClC=1C=C(C=CC1OC)C1CCC(CC1)=O 4-(3-chloro-4-methoxyphenyl)cyclohexanone tert-butyl-(3S,4R)-4-[[4-[3-(2,6-dioxo-3-piperidyl)-7-fluoro-1-methyl-indazol-6-yl]-1-piperidyl]methyl]-3-fluoro-piperidine-1-carboxylate